4-(Trifluoromethyl)-1,3-dioxolan-2-on FC(C1OC(OC1)=O)(F)F